5-[3-[(3R,9aS)-3-(3-Chloro-4-fluorophenyl)-3,4,6,7,9,9a-hexahydro-1H-pyrazino[2,1-c][1,4]oxazin-8-carbonyl]-2-chlorophenyl]-6-methyl-1H-pyridin-2-on ClC=1C=C(C=CC1F)[C@@H]1CN2[C@H](CO1)CN(CC2)C(=O)C=2C(=C(C=CC2)C=2C=CC(NC2C)=O)Cl